N=1C=CN2C1C=C(C=C2)CNC(=O)C=2C=CC(=C(C2)C#CC=2C=C(CNC(OC(C)(C)C)=O)C=CC2)S(=O)(=O)CC2=NN(C=C2)C Tert-butyl (3-((5-((imidazo[1,2-a]pyridin-7-ylmethyl)carbamoyl)-2-(((1-methyl-1H-pyrazol-3-yl)methyl)sulfonyl)phenyl)ethynyl)benzyl)carbamate